CS(=O)(=O)C1=CC(=C(C=C1)NCC#CC=1N(C=2C=CC=C(C2C1)NC1CC2CCC(C1)N2C)CC(F)(F)F)OC 2-{3-[(4-methanesulfonyl-2-methoxyphenyl)amino]prop-1-yn-1-yl}-N-{8-methyl-8-azabicyclo[3.2.1]octan-3-yl}-1-(2,2,2-trifluoroethyl)-1H-indol-4-amine